(3-(2-(2,6-dioxopiperidin-3-yl)-1-oxoisoindolin-4-yl)-2-methylbut-2-en-1-yl)picolinamide O=C1NC(CCC1N1C(C2=CC=CC(=C2C1)C(=C(CC=1C(=NC=CC1)C(=O)N)C)C)=O)=O